4-((2S,5S)-9-fluoro-2,3,4,5-tetrahydro-2,5-methanopyrido[3,4-f][1,4]oxazepine-4-carbonyl)bicyclo[2.1.1]hexane-1-carbonitrile FC1=CN=CC=2[C@H]3N(C[C@@H](OC21)C3)C(=O)C32CCC(C3)(C2)C#N